Cl.CN(C1(CN(C1)C1=CC=C2C(=NN=C(C2=C1)N[C@H](C)C=1C(=C(C#N)C=CC1)C)C)C)C (R)-3-(1-((7-(3-(dimethylamino)-3-methylazetidin-1-yl)-4-methylphthalazin-1-yl)amino)ethyl)-2-methylbenzonitrile Hydrochloride salt